methyl octanoate (Methyl octanoate) CC(C(=O)O)CCCCCC.C(CCCCCCC)(=O)OC